FC1=CC=C(C=C1)C=1C2=C(N=C(N1)NCC1CN(CCO1)C)CN(C2)C#N 4-(4-fluorophenyl)-2-(((4-methylmorpholin-2-yl)methyl)amino)-5,7-dihydro-6H-pyrrolo[3,4-d]pyrimidine-6-carbonitrile